BrC=1C=CC2=C(N(C=N2)C=2C=C(C=CC2)NC(COC)=O)C1 N-(3-(6-bromo-1H-benzo[d]imidazol-1-yl)phenyl)-2-methoxyacetamide